1,3-Phenylenebis(2-oxazoline) C1COC(=N1)C2=CC(=CC=C2)C3=NCCO3